diethylphenyl-(2,4,6-trimethylbenzoyl)phosphine oxide C(C)C=1C(=C(C=CC1)P(C(C1=C(C=C(C=C1C)C)C)=O)=O)CC